(4-nitrophenyl) 3-methyl-5-oxo-1-(4-sec-butoxyphenyl)-4H-pyrazole-4-carboxylate CC1=NN(C(C1C(=O)OC1=CC=C(C=C1)[N+](=O)[O-])=O)C1=CC=C(C=C1)OC(C)CC